ICC(=O)N(C)C1=C(C=CC=C1C)C 2-Iodo-N-(2,6-dimethylphenyl)-N-methyl-Acetamide